C(C=C)OC=1C(=C(C(=O)O)C=CC1)OC(C)C 3-(prop-2-en-1-yloxy)-2-(propan-2-yloxy)benzoic acid